6-(2-butyloctanoyloxy)hexanoic acid C(CCC)C(C(=O)OCCCCCC(=O)O)CCCCCC